methyl 2-(5-fluoro-2-methylphenyl)propanoate FC=1C=CC(=C(C1)C(C(=O)OC)C)C